C(C)N1CC(C1)OC=1C(=CC(=NC1)C)C1=CC=2N(C=C1)N=C(C2)NC(=O)C2CC2 N-[5-[5-(1-ethylazetidin-3-yl)oxy-2-methyl-4-pyridyl]pyrazolo[1,5-a]pyridin-2-yl]cyclopropanecarboxamide